CC(C)(C)OC(=O)N/C(=N/C(=O)OC(C)(C)C)/N1C=CC=N1 1-[N,N'-(di-Boc)amidino]Pyrazole